7-methoxy-N-(6-methoxypyridin-2-yl)-2-(4-methyl-2-oxabicyclo[2.1.1]hexan-1-yl)imidazo[1,2-a]pyridine-6-carboxamide COC1=CC=2N(C=C1C(=O)NC1=NC(=CC=C1)OC)C=C(N2)C21OCC(C2)(C1)C